N-{(3R,4S)-4-fluoro-1-[5-(hydroxymethyl)pyrimidin-2-yl]pyrrolidin-3-yl}-4-(furo[3,2-c]pyridin-4-yl)benzamide F[C@@H]1[C@@H](CN(C1)C1=NC=C(C=N1)CO)NC(C1=CC=C(C=C1)C1=NC=CC2=C1C=CO2)=O